ClC1=CC=C2C(=NC(N(C2=C1)C1=CC=CC=C1)=O)NS(=O)(=O)C N-(7-chloro-2-oxo-1-phenyl-1,2-dihydroquinazolin-4-yl)methane-sulfonamide